3-((tert-butoxycarbonyl) (2,2-dideutero-2-((methylsulfonyl) oxy) ethyl) amino)-1,1-dideuteropropylmethanesulfonate C(C)(C)(C)OC(=O)N(CCC([2H])([2H])CS(=O)(=O)[O-])CC(OS(=O)(=O)C)([2H])[2H]